(R)-5-(tert-butyl)-N-(1-(2-chloro-4-(2-(cyclopropanecarboxamido)-5-fluoropyridin-4-yl)phenyl)ethyl)-1,2,4-oxadiazole-3-carboxamide C(C)(C)(C)C1=NC(=NO1)C(=O)N[C@H](C)C1=C(C=C(C=C1)C1=CC(=NC=C1F)NC(=O)C1CC1)Cl